OCCN(C1=CC=C(C=C1)N=O)CC(COCCO)O N-(2-hydroxyethyl)-N-(3-(2-hydroxyethoxy)-2-hydroxy-1-propyl)-4-nitrosoaniline